N-(2-(6-cyclopropoxy-2-methylquinolin-4-yl)ethyl)acetamide C1(CC1)OC=1C=C2C(=CC(=NC2=CC1)C)CCNC(C)=O